C(N)(=O)C1=CC(=C2C=NN(C2=C1)CCCC(=O)O)C1=NC(=NN1)C1=CC(=NN1CC)C 4-{6-carbamoyl-4-[3-(1-ethyl-3-methyl-1H-pyrazol-5-yl)-1H-1,2,4-triazol-5-yl]-1H-indazol-1-yl}butanoic acid